tert-butyl (2S,4S)-4-hydroxy-2-(4-(methoxycarbonyl)-2-(pent-4-en-1-yloxy)phenyl)piperidine-1-carboxylate O[C@@H]1C[C@H](N(CC1)C(=O)OC(C)(C)C)C1=C(C=C(C=C1)C(=O)OC)OCCCC=C